3-chloro-5-(N-phenethylsulfamoyl)-1H-indole-2-carboxylic acid ethyl ester C(C)OC(=O)C=1NC2=CC=C(C=C2C1Cl)S(NCCC1=CC=CC=C1)(=O)=O